C1(=CC=CC=C1)C1=NC(=NC(=N1)C1=CC=CC=C1)C1=C(C(=CC(=C1N1C2=CC=CC=C2C=2C=C(C=CC12)C)C1=NC(=NC(=N1)C1=CC=CC=C1)C1=CC=CC=C1)N1C2=CC=C(C=C2C=2C=C(C=CC12)C1=CC=CC=C1)C1=CC=CC=C1)N1C2=CC=CC=C2C=2C=C(C=CC12)C 9,9'-(2,4-bis(4,6-diphenyl-1,3,5-triazin-2-yl)-6-(3,6-diphenyl-9H-carbazol-9-yl)-1,3-phenylene)bis(3-methyl-9H-carbazole)